3-[(3-chlorobenzyl)sulfanyl]-5,6-dimethyl[1,2,4]triazolo[4,3-a]pyrimidin-7(8H)-one ClC=1C=C(CSC2=NN=C3N2C(=C(C(N3)=O)C)C)C=CC1